COC1=CC=C(C=C1)C(=C(C)C1=CC=C(C=C1)OC)[2H] 1,2-bis(4-methoxyphenyl)-1-propene-d1